FC1=C(C=C(C=C1F)N1N=CC2=CC(=CC=C12)N1CC(C1)S(=O)(=O)C)O 2,3-Difluoro-5-(5-(3-(methyl-sulfonyl)azetidin-1-yl)-1H-indazol-1-yl)phenol